1-{3-[(E)-2-[2-(trifluoromethyl)-1,3-thiazol-5-yl]ethenyl]azetidin-1-yl}prop-2-en-1-one FC(C=1SC(=CN1)/C=C/C1CN(C1)C(C=C)=O)(F)F